C(C)(C)(C)C1=CC=C(CN2N=CC=C2)C=C1 1-(4-(tert-butyl)benzyl)-1H-pyrazol